ClC=1C=C(C=CC1Cl)C(=O)N1CC=2C(=NN3C2C=2C(CCC3)=C(ON2)CC)CC1 (3,4-Dichlorophenyl)(3-ethyl-5,6,9,10-tetrahydro-4H-[1,2]oxazolo[3,4-c]-pyrido[4',3':3,4]pyrazolo[1,5-a]azepin-11(12H)-yl)methanone